methyl (R)-6-(tert-butyl)-10-hydroxy-6,7-dihydro-2H-pyrido[2',1':3,4]pyrazino[1,2-b]indazole-3-carboxylate C(C)(C)(C)[C@H]1N2C(C=3N(N=C4C(=CC=CC34)O)C1)=CCC(=C2)C(=O)OC